FC1=CC=C(C=C1)NC(=O)C1COC1 N-(4-fluorophenyl)oxetan-3-carboxamid